BrC=1C=C(C=2N(C1)N=CC2C#N)C=2C=CC(=NC2)N2CCC(CC2)(C)NC(C2=C(C=CC(=C2)F)C)=O N-(1-(5-(6-bromo-3-cyanopyrazolo[1,5-a]pyridin-4-yl)pyridin-2-yl)-4-methylpiperidine-4-yl)-5-fluoro-2-methylbenzamide